(S)-4-(2-(2,5-dimethyl-1,2,3,4-tetrahydroisoquinolin-7-yl)-5H-pyrrolo[2,3-b]pyrazin-7-yl)-N-methyl-N-((tetrahydrofuran-3-yl)methyl)benzamide CN1CC2=CC(=CC(=C2CC1)C)C=1N=C2C(=NC1)NC=C2C2=CC=C(C(=O)N(C[C@H]1COCC1)C)C=C2